sodium 2-tetrahydrofuranyl alcohol O1C(CCC1)O.[Na]